6-(3,5-dimethyl-1,2,3-triazol-4-yl)-7-fluoro[1,3]thiazolo[4,5-c]pyridin-2-amine CN1N=NC(=C1C1=C(C2=C(C=N1)N=C(S2)N)F)C